N1=C2C(=CC=C1)CNC2 5,7-dihydro-6H-pyrrolo[3,4-b]pyridin